NC1=C2C(=NC=N1)N(N=C2C2=CC=C(C=1CCOC12)NC(C1=CN=C(C=C1)OC)=O)[C@H]1CNCCC1 (R)-N-(7-(4-amino-1-(piperidin-3-yl)-1H-pyrazolo[3,4-d]pyrimidin-3-yl)-2,3-dihydrobenzofuran-4-yl)-6-methoxynicotinamide